FC(C1=CC=C(C=C1)CC(=O)N1CCC(CC1)N1C(NCC1)=O)(F)F 1-(1-(2-(4-(trifluoromethyl)phenyl)acetyl)piperidin-4-yl)imidazolidin-2-one